5-(2-fluoro-3-methoxyphenyl)pentanoic acid FC1=C(C=CC=C1OC)CCCCC(=O)O